C[C@H]1N(C[C@@H]1CS(=O)(=O)C)C=1C=CC=C2C=C(N=CC12)N 8-((2R,3S)-2-methyl-3-((methanesulfonyl)methyl)azetidine-1-yl)isoquinolin-3-amine